Cl.Cl.NCC1=CC=C(C=C1)C=1N(N=C2C1N=CN(C2=O)CC2(CCN(CC2)CC2=C(C=C(C=C2)C=2SC=CC2)Cl)O)C 3-(4-(aminomethyl)phenyl)-6-((1-(2-chloro-4-(thiophen-2-yl)benzyl)-4-hydroxypiperidin-4-yl)methyl)-2-methyl-2,6-dihydro-7H-pyrazolo[4,3-d]pyrimidin-7-one dihydrochloride